BrC1=CC2=C(N=C(S2)C2=CC=CC=C2)C=C1 6-Bromo-2-phenyl-1,3-benzothiazole